(R,Z)-N-(1-(3-chloro-2,4-difluorophenyl)-2-(4-(trifluoromethyl)cyclohexyl)ethylidene)-2-methylpropane-2-sulfinamide ClC=1C(=C(C=CC1F)\C(\CC1CCC(CC1)C(F)(F)F)=N/[S@](=O)C(C)(C)C)F